((2-chloro-5-isopropoxypyridin-4-yl)methoxy)-5-(2,5-dimethyl-1,2,3,4-tetrahydroisoquinolin-7-yl)pyrazin-2-amine ClC1=NC=C(C(=C1)COC=1C(=NC=C(N1)C1=CC(=C2CCN(CC2=C1)C)C)N)OC(C)C